5-(2,4-ditert-butoxypyrimidin-5-yl)-3-[(1R)-2,2-difluoro-1-[1-(2,2,2-trifluoroethyl)indazol-6-yl]ethoxy]-1-methyl-pyrazolo[3,4-c]pyridazine C(C)(C)(C)OC1=NC=C(C(=N1)OC(C)(C)C)C=1C=C2C(=NN1)N(N=C2O[C@@H](C(F)F)C2=CC=C1C=NN(C1=C2)CC(F)(F)F)C